N-(2-(4-oxa-7-azaspiro[2.5]octan-7-yl)ethyl)-6-methyl-5-((1-methyl-6-((1-methyl-1H-pyrazol-4-yl)amino)-1H-pyrazolo[3,4-d]pyrimidin-3-yl)amino)nicotinamide C1CC12OCCN(C2)CCNC(C2=CN=C(C(=C2)NC2=NN(C1=NC(=NC=C12)NC=1C=NN(C1)C)C)C)=O